FC1=CC=C(C=C1)C1(CN(C1)C(=O)C1=C(OC=2N=CN=C(C21)NC2(CC2)C)C)O 3-(4-fluorophenyl)-1-{6-methyl-4-[(1-methylcyclopropyl)amino]furo[2,3-d]pyrimidine-5-carbonyl}azetidin-3-ol